5-(aminomethyl)-1-methyl-1H-pyrazole-3-carboxamide NCC1=CC(=NN1C)C(=O)N